C1(=CC=CC=C1)C[Zr](C(=C)C1CCCCC1)(C1C2=CC(=CC=C2C=2C=CC(=CC12)C(C)(C)C)C(C)(C)C)C1C=CC=C1 (Phenyl)(cyclohexyl)methylene(cyclopentadienyl)(2,7-di-tert-butylfluoren-9-yl)dimethylzirconium